Indazol-7-ol N1N=CC2=CC=CC(=C12)O